cyclopropyl-N-(7-(2,2-difluoroethoxy)-8-fluoro-2-(tetrahydro-2H-pyran-4-yl)imidazo[1,2-a]pyridin-6-yl)-2-oxo-1,2-dihydropyridine-3-carboxamide C1(CC1)N1C(C(=CC=C1)C(=O)NC=1C(=C(C=2N(C1)C=C(N2)C2CCOCC2)F)OCC(F)F)=O